N-((S)-1-(((S)-1-amino-1-oxo-3-((S)-2-oxopiperidin-3-yl)propan-2-yl)amino)-3-cyclopropyl-1-oxopropan-2-yl)-7-chloro-4-methoxy-1H-indole-2-carboxamide NC([C@H](C[C@H]1C(NCCC1)=O)NC([C@H](CC1CC1)NC(=O)C=1NC2=C(C=CC(=C2C1)OC)Cl)=O)=O